tert-butyl-6-(methyl(1-(pyridin-2-yl)ethyl)carbamoyl)-3-(4-(trifluoromethyl)phenyl)-6,7-dihydropyrazolo[1,5-a]pyrimidine-4(5H)-carboxylate C(C)(C)(C)OC(=O)N1C=2N(CC(C1)C(N(C(C)C1=NC=CC=C1)C)=O)N=CC2C2=CC=C(C=C2)C(F)(F)F